ClC1=CC=C2C(=N1)C=NN2C2OCCCC2 5-chloro-1-tetrahydropyran-2-yl-pyrazolo[4,3-b]pyridin